5-(2,4-dimethylphenylsulfonamido)-2-methylnaphtho[1,2-b]furan-3-carboxylic acid 2-methoxyethyl ester COCCOC(=O)C=1C2=C(OC1C)C1=CC=CC=C1C(=C2)NS(=O)(=O)C2=C(C=C(C=C2)C)C